(2'-methylamino-1,1'-biphenyl-2-yl)methanesulfonic acid palladium [Pd].CNC1=C(C=CC=C1)C1=C(C=CC=C1)CS(=O)(=O)O